tert-butyl-3-(hydroxymethyl)-3-(trifluoromethyl)pyrrolidine (3S,5R)-benzyl-4-(2-((5-((methoxycarbonyl)amino)pyridin-2-yl)oxy)ethyl)-3,5-dimethylpiperazine-1-carboxylate C(C1=CC=CC=C1)OC(=O)N1C[C@@H](N([C@@H](C1)C)CCOC1=NC=C(C=C1)NC(=O)OC)C.C(C)(C)(C)N1CC(CC1)(C(F)(F)F)CO